C(C)(=C)O beta-allyl alcohol